(4-methoxybenzyl)-2,3-dioxoindoline-7-carboxamide COC1=CC=C(CN2C(C(C3=CC=CC(=C23)C(=O)N)=O)=O)C=C1